C(#N)OC1=CC=C(C=C1)C(C)(C1=CC=CC=C1)C1=CC=C(C=C1)OC#N 1,1-bis(4-cyanooxyphenyl)-1-phenylethane